4-(2-((S)-2-(2-isopropylphenyl)pyrrolidin-1-yl)-7-azaspiro[3.5]non-7-yl)-2-((R)-3-methyl-2,3-dihydropyrrolo[3',2':5,6]pyrido[2,3-b][1,4]oxazin-1(6H)-yl)benzoic acid C(C)(C)C1=C(C=CC=C1)[C@H]1N(CCC1)C1CC2(C1)CCN(CC2)C2=CC(=C(C(=O)O)C=C2)N2C1=C(O[C@@H](C2)C)N=C2C(=C1)C=CN2